FC(OC=1C=C(C=CC1OC)/C=C/C(=O)C1=CC=C(OCC(=O)O)C=C1)F 2-[4-[(E)-3-[3-(Difluoromethoxy)-4-methoxyphenyl]prop-2-enoyl]phenoxy]acetic acid